2,6-Diisocyanatotoluol N(=C=O)C1=C(C(=CC=C1)N=C=O)C